1-methyl-5,6-dimethoxybenzimidazole CN1C=NC2=C1C=C(C(=C2)OC)OC